(R)-(+)-tetrahydrofuran-2-carboxylic acid C1C[C@@H](OC1)C(=O)O